COC1=C(OC=2C(=CC(N(C2)C)=O)C=2C3=C(C(N(C2)C)=O)NC=C3)C(=CC=C1)OC 4-(5-(2,6-dimethoxyphenoxy)-1-methyl-2-oxo-1,2-dihydropyridin-4-yl)-6-methyl-1,6-dihydro-7H-pyrrolo[2,3-c]pyridin-7-one